ClC=1N(C(=C(N1)C1=CC=C(C=C1)Cl)C1=CC(=NC=C1)C(F)F)CC(=O)N1CCC2(CN(C2)C(=O)OC(C)(C)C)CC1 tert-butyl 7-{2-[2-chloro-4-(4-chlorophenyl)-5-[2-(difluoromethyl)pyridin-4-yl]-1H-imidazol-1-yl]acetyl}-2,7-diazaspiro[3.5]nonane-2-carboxylate